(4-((4-chloro-5-(trifluoromethyl)pyridin-2-yl)amino)-3-(1-methyl-1H-pyrazol-3-yl)phenyl)acrylamide ClC1=CC(=NC=C1C(F)(F)F)NC1=C(C=C(C=C1)C(C(=O)N)=C)C1=NN(C=C1)C